CN1N=NC2=C1C=CC(=C2C)C(C(C(=O)O)(C)C)C2=CC(=C(C=C2)C)CN2C[C@H](OC=1C=C3C=NNC3=CC1C2)CC 3-(1,4-dimethyl-1H-benzo[d][1,2,3]triazol-5-yl)-3-(3-(((R)-6-ethyl-1,6,7,9-tetrahydro-8H-[1,4]oxazepino[7,6-f]indazol-8-yl)methyl)-4-methylphenyl)-2,2-dimethylpropanoic acid